C(C)(C)(C)[Si](C)(C)OCC1=CC=C(C=C1)C=1N(C=C(N1)C(F)(F)F)CC tert-butyl-[[4-[1-ethyl-4-(trifluoromethyl)imidazol-2-yl]phenyl]methoxy]-dimethyl-silane